4-(2,3-dimethylphenyl)piperazine CC1=C(C=CC=C1C)N1CCNCC1